FC1(CCN2C1=NC1=C2C=CC=C1NC(C1=C(C=C(C=C1)NS(=O)(=O)CCO)N1CCC2(CC2)CC1)=O)F N-(3,3-difluoro-2,3-dihydro-1H-benzo[d]pyrrolo[1,2-a]imidazol-5-yl)-4-(2-hydroxyethanesulfonylamino)-2-(6-azaspiro[2.5]oct-6-yl)benzamide